L-glycyl-L-Tyrosine NCC(=O)N[C@@H](CC1=CC=C(C=C1)O)C(=O)O